1,4-bis-[4-{3-acryloyloxypropyl-oxy}benzoyloxy]-2-methylbenzene C(C=C)(=O)OCCCOC1=CC=C(C(=O)OC2=C(C=C(C=C2)OC(C2=CC=C(C=C2)OCCCOC(C=C)=O)=O)C)C=C1